ethyl 1-{2-[2-(tert-butoxycarbonylmethoxy)ethoxy]ethyl}-4-pyrazolecarboxylate C(C)(C)(C)OC(=O)COCCOCCN1N=CC(=C1)C(=O)OCC